1-(4-(8-chloro-4-(3-(dimethylamino)azetidin-1-yl)-6-fluoro-7-(3-hydroxynaphthalen-1-yl)-1H-pyrazolo[4,3-c]quinolin-1-yl)piperidin-1-yl)prop-2-en-1-one ClC1=CC=2C3=C(C(=NC2C(=C1C1=CC(=CC2=CC=CC=C12)O)F)N1CC(C1)N(C)C)C=NN3C3CCN(CC3)C(C=C)=O